(E)-N-(3,4-dihydronaphthalene-1(2H)-ylidene)-1,1-diphenylmethylamine C/1(\CCCC2=CC=CC=C12)=N\C(C1=CC=CC=C1)C1=CC=CC=C1